FC(C=1C=CC(=NC1C=1C=NN(C1C)CCOC)N1C=NC2=C1C=CC(=C2)NC=2N=NC(=CC2)C)F 1-[5-(difluoromethyl)-6-[1-(2-methoxyethyl)-5-methyl-pyrazol-4-yl]-2-pyridyl]-N-(6-methylpyridazin-3-yl)benzimidazol-5-amine